5-(2-(benzyloxy)-5-hydroxyphenyl)nicotinohydrazide C(C1=CC=CC=C1)OC1=C(C=C(C=C1)O)C=1C=NC=C(C(=O)NN)C1